N,N-di-sec-butylsilaneamine C(C)(CC)N([SiH3])C(C)CC